ClC=1C=CC(=NC1)OC1CCN(CC1)S(=O)(=O)C[C@@]1(C(NC(N1)=O)=O)C (5S)-5-[4-(5-chloro-pyridin-2-yloxy)-piperidine-1-sulfonylmethyl]-5-methylimidazole-2,4-dione